(S)-2,2-dimethyl-6-(3-p-tolyl-1,2,4-oxadiazol-5-yl)-3,4-dihydro-2H-pyrido[2,3-b]pyridin-3-ol CC1([C@H](CC=2C(=NC=C(C2)C2=NC(=NO2)C2=CC=C(C=C2)C)N1)O)C